Cl.[C@H]12CNC[C@H](CC1)N2C2=NC(=C(C=1CN(CCC21)C2=CC=CC1=CC=CC(=C21)Br)C#N)OC[C@H]2N(CCC2)C 1-((1r,5S)-3,8-diazabicyclo[3.2.1]oct-8-yl)-6-(8-bromonaphthalen-1-yl)-3-(((S)-1-methylpyrrolidin-2-yl)methoxy)-5,6,7,8-tetrahydro-2,6-naphthyridine-4-carbonitrile hydrochloride